(S)-N-(1-((1-cyanocyclopropyl)amino)-4-methyl-1-oxopentan-2-yl)-8-(4-methylpiperazin-1-yl)dibenzo[b,d]furan-3-carboxamide trifluoroacetate salt FC(C(=O)O)(F)F.C(#N)C1(CC1)NC([C@H](CC(C)C)NC(=O)C=1C=CC2=C(OC3=C2C=C(C=C3)N3CCN(CC3)C)C1)=O